3-(3-CHLORO-4-METHYLPHENYL)-1,2,4-OXADIAZOL-5(4H)-ONE ClC=1C=C(C=CC1C)C1=NOC(N1)=O